C(CCCCCCCCCCCCCCCCCCC)(=O)NC(CO)C(C(CC)O)O 2-(N-eicosanoylamino)-1,3,4-hexanetriol